ClC=1C=C2C(N(CCO2)CC2=C(C=CC=C2)C)=C(C1F)C(=O)OC methyl 7-chloro-6-fluoro-4-(o-tolylmethyl)-2,3-dihydro-1,4-benzoxazine-5-carboxylate